CN(C1CN(CC1)C)CC1=CC(=NC=C1)C=1C=C2CN(C(C2=CC1)=O)C1C(NC(CC1)=O)=O 3-(5-(4-((methyl(1-methylpyrrolidin-3-yl)amino)methyl)pyridin-2-yl)-1-oxoisoindolin-2-yl)piperidine-2,6-dione